CCCCCCCCCCC(CCCCCCCC=CCC=CCCCCC)N methylheptacosa-18,21-dien-10-amine